2-chloro-4-((3S)-8-(4-(4-((1-(2-(2,6-dioxopiperidin-3-yl)-1,3-dioxoisoindolin-5-yl)azetidin-3-yl)methyl)piperazin-1-yl)phenyl)-3-methyl-2,8-diazaspiro[4.5]decan-2-yl)benzonitrile ClC1=C(C#N)C=CC(=C1)N1CC2(C[C@@H]1C)CCN(CC2)C2=CC=C(C=C2)N2CCN(CC2)CC2CN(C2)C=2C=C1C(N(C(C1=CC2)=O)C2C(NC(CC2)=O)=O)=O